C(C)OC(=O)C1=CNC2=CC(=C(N=C2C1=O)OC)C 6-methoxy-7-methyl-4-oxo-1H-1,5-naphthyridine-3-carboxylic acid ethyl ester